4-[[4-[[(1Z)-2-ethoxy-3,3,3-trifluoro-1-propen-1-yl]oxy]phenyl]methyl]-N-(2-propyn-1-yloxy)-2-pyridinecarboxamide C(C)O\C(=C/OC1=CC=C(C=C1)CC1=CC(=NC=C1)C(=O)NOCC#C)\C(F)(F)F